COC(=O)C[C@H](O)[C@H](O)COC(C1=CC=C(C=C1)OC)(C1=CC=CC=C1)C1=CC=CC=C1 1-methoxy-5-O-(4-methoxytrityl)-2-deoxy-D-ribose